1-(3-((((2R,3S,4R,5R)-5-(4-amino-7H-pyrrolo[2,3-d]pyrimidin-7-yl)-3,4-dihydroxytetrahydrofuran-2-yl)methyl)(isopropyl)amino)propyl)-3-(4-(tert-butyl)phenyl)urea NC=1C2=C(N=CN1)N(C=C2)[C@H]2[C@@H]([C@@H]([C@H](O2)CN(CCCNC(=O)NC2=CC=C(C=C2)C(C)(C)C)C(C)C)O)O